CC=1C=C2C(=NC1)C=NN2 6-methyl-1H-pyrazolo[4,3-b]pyridine